(3R,4R,5R,6S)-2-methoxy-6-methyltetrahydro-2H-pyran-3,4,5-triol COC1O[C@H]([C@@H]([C@H]([C@H]1O)O)O)C